C(CCCCCCCCCCCCCCCCCCCCCCCCCCCCC)(=O)OCCCC butyl n-triacontanoate